pyridin-6-yl 4-methylbenzenesulfonate CC1=CC=C(C=C1)S(=O)(=O)OC1=CC=CC=N1